ClC1=C(C=CC=C1F)C1=CC=CC2=C1NC(=NS2(=O)=O)NCCC2=NC=CC=C2 5-(2-chloro-3-fluorophenyl)-3-((2-(pyridin-2-yl)ethyl)amino)-4H-benzo[e][1,2,4]thiadiazine 1,1-dioxide